C1(CCCC12CCOCC2)O 8-oxaspiro[4.5]decan-1-ol